sodium oleyl aminopropionate NC(C(=O)OCCCCCCCC\C=C/CCCCCCCC)C.[Na]